2-(2-((3'-(aminomethyl)-5-(2-oxa-6-azaspiro[3.4]octan-6-yl)-[1,1'-biphenyl]-3-yl)methoxy)phenyl)acetic acid NCC=1C=C(C=CC1)C1=CC(=CC(=C1)N1CC2(COC2)CC1)COC1=C(C=CC=C1)CC(=O)O